COCOC1=CC2=C(N=C(S2)C)C=C1 6-(Methoxymethoxy)-2-methylbenzo[d]thiazole